FC=1C=C(C=C(C1OC1=C2C(=NC=C1)N(C=C2C(F)(F)F)COCC[Si](C)(C)C)F)NC=2OCCCN2 N-(3,5-difluoro-4-{[3-(trifluoromethyl)-1-{[2-(trimethylsilyl)ethoxy]methyl}-1H-pyrrolo[2,3-b]pyridin-4-yl]oxy}phenyl)-5,6-dihydro-4H-1,3-oxazin-2-amine